(E)-6-(4-ethoxyphenyl)-N'-((6-methoxypyridin-2-yl)methylene)pyrazine-2-carbohydrazide C(C)OC1=CC=C(C=C1)C1=CN=CC(=N1)C(=O)N/N=C/C1=NC(=CC=C1)OC